C(=O)(O)CCCCC(=O)NC1=C(C=CC(=C1)Cl)C1=CC=C(C=C1)Cl 2-(5-Carboxypentanoylamino)4,4'-dichlorobiphenyl